5-(4-(4-((2-(2,3-difluoro-6-(2-morpholinothiazol-4-yl)phenoxy)ethyl)amino)butanoyl)piperazin-1-yl)-2-(2,6-dioxopiperidin-3-yl)-6-fluoroisoindoline-1,3-dione FC1=C(OCCNCCCC(=O)N2CCN(CC2)C=2C=C3C(N(C(C3=CC2F)=O)C2C(NC(CC2)=O)=O)=O)C(=CC=C1F)C=1N=C(SC1)N1CCOCC1